3-Methoxy-5,5,8,8-tetramethyl-5,6,7,8-tetrahydronaphthalen COC=1C=CC=2C(CCC(C2C1)(C)C)(C)C